O=C1N(C=CC(N1)=O)[C@@H]1O[C@]2(C[C@@H](O[C@@H]1[C@@H]2O)C)CO[P@](=O)(OC2=CC=CC=C2)N[C@@H](C)C(=O)OC(C)C isopropyl ((S)-(((1R,3S,5R,7R,8S)-7-(2,4-dioxo-3,4-dihydropyrimidin-1(2H)-yl)-8-hydroxy-3-methyl-2,6-dioxabicyclo[3.2.1]octan-5-yl)methoxy)(phenoxy)phosphoryl)-L-alaninate